2-[2-(aminomethyl)-4-chloro-6-(trifluoromethyl)phenyl]sulfanyl-benzaldehyde NCC1=C(C(=CC(=C1)Cl)C(F)(F)F)SC1=C(C=O)C=CC=C1